OC1=C(C=CC(=C1O)O)OC1=C(C(=C(C=C1)O)O)O 2-hydroxy-3,4-dihydroxy-phenylether